P-[(tetrahydro-2-hydroxy-2-oxido-4H-1,4,2-oxazaphosphorin-4-yl)methyl]phosphonic acid OP1(OCCN(C1)CP(O)(O)=O)=O